C1(C=CC(N1C=1C=C(C(=O)O)C=CC1)=O)=O m-maleimidobenzoic acid